(R)-4-benzyl-2-(2-oxoethyl)-1,4-diazepan-1-carboxylic acid tert-butyl ester C(C)(C)(C)OC(=O)N1[C@@H](CN(CCC1)CC1=CC=CC=C1)CC=O